[6-oxo-5-(trifluoromethyl)-1H-pyridazin-4-yl]amino[pentyl]-6-[5-(trifluoromethyl)pyrimidin-2-yl]isoquinolin-1-one O=C1C(=C(C=NN1)C1=C2C(=C(NC(C2=CC=C1C1=NC=C(C=N1)C(F)(F)F)=O)CCCCC)N)C(F)(F)F